ClC1=C(C(=NN1C)C1=NOC(=C1)C)CC(=O)N1CC2(CCC1)CCN(CC2)CCC(C)(C)C 2-(5-Chloro-1-methyl-3-(5-methylisoxazol-3-yl)-1H-pyrazol-4-yl)-1-(9-(3,3-dimethylbutyl)-2,9-diazaspiro[5.5]undecan-2-yl)ethan-1-one